glycine nitrate silver [Ag+].[N+](=O)([O-])[O-].NCC(=O)O